3-((5-Bromo-3-chloro-2-hydroxyphenyl)sulfonamido)-5-chloro-2-hydroxy-N-methylbenzamide BrC=1C=C(C(=C(C1)S(=O)(=O)NC=1C(=C(C(=O)NC)C=C(C1)Cl)O)O)Cl